O[C@@H]1CC[C@H](CC1)N1N=CC(=C1)C(=O)OCC ethyl 1-((trans)-4-hydroxy cyclohexyl)-1H-pyrazole-4-carboxylate